C1CC(N=C1)C(=O)O pyrroline-5-carboxylate